N-cetyl-N,N-dimethyl-amine C(CCCCCCCCCCCCCCC)N(C)C